(3-fluoro-4-((4-methylpyrimidin-2-yl)oxy)phenyl)-7-methyl-6-(3-azaspiro[5.5]undec-8-en-9-yl)-7H-pyrrolo[2,3-d]pyrimidin-4-amine FC=1C=C(C=CC1OC1=NC=CC(=N1)C)C=1N=C(C2=C(N1)N(C(=C2)C2=CCC1(CCNCC1)CC2)C)N